ClC1=C2C(=CN=C(C2=CC=C1)C(C)(C)NC(=O)[C@@H]1CN[C@@H](CO1)CO)C (2S,5R)-N-(2-(5-chloro-4-methylisoquinolin-1-yl)propan-2-yl)-5-(hydroxymethyl)morpholine-2-carboxamide